C(#N)C=1C2=C(SC1NC(OC(C)(C)C)=O)C(=CC=C2C2=C(C=C1C(=NC(=NC1=C2F)SC)N2CCOCCC2)C(F)(F)F)F tert-butyl (3-cyano-7-fluoro-4-(8-fluoro-2-(methylthio)-4-(1,4-oxazepan-4-yl)-6-(trifluoromethyl)quinazolin-7-yl)benzo[b]thiophen-2-yl)carbamate